(4-aminobutyl)-3-aminopropanoic acid NCCCCC(C(=O)O)CN